BrC1=CC=C(C=C1)SC1COC1 3-((4-bromophenyl)thio)oxetane